Tert-butyl (((2S,3R)-5-chloro-6-fluoro-3-(methoxymethyl)-2-phenyl-4-(4,4,5,5-tetramethyl-1,3,2-dioxaborolan-2-yl)-2,3-dihydrobenzofuran-2-yl)methyl)(methyl)carbamate ClC=1C(=CC2=C([C@@H]([C@](O2)(C2=CC=CC=C2)CN(C(OC(C)(C)C)=O)C)COC)C1B1OC(C(O1)(C)C)(C)C)F